FC=1C=CC=2C3CC[C@@]4(C(\C(\[C@H](C4C3CCC2C1)CCC(=O)NC1=NC=C(C=C1)F)=C/O)=O)C 3-((13S,15S,Z)-3-fluoro-16-(hydroxymethylene)-13-methyl-17-oxo-7,8,9,11,12,13,14,15,16,17-decahydro-6H-cyclopenta[a]phenanthren-15-yl)-N-(5-fluoropyridin-2-yl)propanamide